[Si](C1=CC=CC=C1)(C1=CC=CC=C1)(C(C)(C)C)OCCOC1=NC(=NC(=C1F)Cl)SC 4-(2-((tert-butyldiphenylsilyl)oxy)ethoxy)-6-chloro-5-fluoro-2-(methylthio)pyrimidine